(S)-2-amino-4-(5-(bis(2-chloroethyl)amino)-1-methyl-1H-benzo[d]imidazol-2-yl)butanoic acid N[C@H](C(=O)O)CCC1=NC2=C(N1C)C=CC(=C2)N(CCCl)CCCl